6-methoxy-N-(oxazol-2-ylmethyl)-8-(4-(trifluoromethyl)cyclohex-1-en-1-yl)quinoline-3-carboxamide 2'-deoxyadenosine-5'-diphosphate P(O)(=O)(OP(=O)(O)O)OC[C@@H]1[C@H](C[C@@H](O1)N1C=NC=2C(N)=NC=NC12)O.COC=1C=C2C=C(C=NC2=C(C1)C1=CCC(CC1)C(F)(F)F)C(=O)NCC=1OC=CN1